N1N=NC(=C1)CN1C(C2=CC=CC=C2C(=C1)[C@@H](C)N(C(=O)NC1=CC(=C(C=C1)F)Cl)C)=O (R)-1-(1-(2-((1H-1,2,3-triazol-4-yl)methyl)-1-oxo-1,2-dihydroisoquinolin-4-yl)ethyl)-3-(3-chloro-4-fluorophenyl)-1-methylurea